tert-butyl 3,3-difluoro-4-(2-methyl-5-((2-(trifluoromethyl)pyridin-3-yl)methoxy)benzofuran-3-carboxamido)pyrrolidine-1-carboxylate FC1(CN(CC1NC(=O)C1=C(OC2=C1C=C(C=C2)OCC=2C(=NC=CC2)C(F)(F)F)C)C(=O)OC(C)(C)C)F